N-(3'-bromo-2,2'-dimethyl-[1,1'-biphenyl]-3-yl)-1-methyl-4,5,6,7-tetrahydro-1H-imidazo[4,5-c]pyridine-2-carboxamide BrC=1C(=C(C=CC1)C1=C(C(=CC=C1)NC(=O)C=1N(C2=C(CNCC2)N1)C)C)C